2-(Adamantane-1-carbonyl)-malonic acid dimethyl ester COC(C(C(=O)OC)C(=O)C12CC3CC(CC(C1)C3)C2)=O